FC1=CC=C(C=C1)[C@@H]1N(CCC2=CC=CC=C12)C(=O)NC(C)(C)C12CC(C1)(C2)NC(OC(C)(C)C)=O tert-butyl (S)-(3-(2-(1-(4-fluorophenyl)-1,2,3,4-tetrahydroisoquinoline-2-carboxamido)propan-2-yl)bicyclo[1.1.1]pentan-1-yl)carbamate